C[Si](C1C=CC(C2=CC=CC=C12)[Si](C)(C)C)(C)C 1,4-bis(trimethylsilyl)-1,4-dihydronaphthalene